methyl-(3-hydroxy-4-methoxyphenyl) propionate C(CC)(=O)OC1=C(C(=C(C=C1)OC)O)C